tert-butyl 3-(4-chloro-3-methoxyphenyl)-3-methoxyazetidine-1-carboxylate ClC1=C(C=C(C=C1)C1(CN(C1)C(=O)OC(C)(C)C)OC)OC